(1R,3R,5R)-N-(4-methyl-3-(pyrrolo[2,1-f][1,2,4]triazin-2-yl)phenyl)-2-(pyridin-2-yl)-2-azabicyclo[3.1.0]hexane-3-carboxamide CC1=C(C=C(C=C1)NC(=O)[C@@H]1N([C@@H]2C[C@@H]2C1)C1=NC=CC=C1)C1=NN2C(C=N1)=CC=C2